(2s,4r)-2-((1H-pyrazol-1-yl)methyl)-4-(5-(3-cyanophenyl)oxazole-2-carboxamido)pyrrolidine-1-carboxylic acid tert-butyl ester C(C)(C)(C)OC(=O)N1[C@@H](C[C@H](C1)NC(=O)C=1OC(=CN1)C1=CC(=CC=C1)C#N)CN1N=CC=C1